(S)-N-((S)-1-amino-3-phenylpropan-2-yl)-3-(5-(4-cyanophenyl)-4-methylthiazol-2-yl)-2-propionamidopropionamide NC[C@H](CC1=CC=CC=C1)NC([C@H](CC=1SC(=C(N1)C)C1=CC=C(C=C1)C#N)NC(CC)=O)=O